FC1=C(CN2N=C(C=CC2=O)C2=NC(=NO2)C)C=CC=C1 2-(2-fluorobenzyl)-6-(3-methyl-1,2,4-oxadiazol-5-yl)pyridazin-3(2H)-one